CNC=1N=CC(=C2C=C(N=CC12)NC1=CC=CC(=N1)OCCC(=O)O)C=1OC2=C(N1)C(=CC=C2)NC 3-((6-((8-(methylamino)-5-(4-(methylamino)benzo[d]oxazol-2-yl)-2,7-naphthyridin-3-yl)amino)pyridin-2-yl)oxy)propanoic acid